O=C1N(CCC(N1)=O)N1C(C2=CC=C(C=C2C1=O)CN1CCC(=CC1)C=1SC=CC1C)=O 2-(2,4-dioxotetrahydropyrimidin-1(2H)-yl)-5-((4-(3-methylthiophen-2-yl)-3,6-dihydropyridin-1(2H)-yl)methyl)isoindoline-1,3-dione